8-fluoro-6-((2-oxo-1,2-dihydroquinolin-3-yl)methyl)-2H-benzo[b][1,4]oxazin-3(4H)-one FC1=CC(=CC2=C1OCC(N2)=O)CC=2C(NC1=CC=CC=C1C2)=O